6-acetyl-beta-D-mannose C(C)(=O)C([C@@H]1[C@H]([C@@H]([C@@H]([C@H](O)O1)O)O)O)O